C(OC(C#C)C)([O-])=O methylpropan-2-ynyl carbonate